NC1=C(C=C(N=N1)C1=C(C=CC=C1)O)N1CC2CCC(C1)N2C2=CC(=NC=C2)C#CC(C)(C)N 2-[6-amino-5-[8-[2-(3-amino-3-methyl-but-1-ynyl)-4-pyridyl]-3,8-diazabicyclo[3.2.1]octan-3-yl]pyridazin-3-yl]phenol